(R)-N-((R)-1'-(4-cyano-6-methylpyrimidin-2-yl)-2,3-dihydrospiro[inden-1,4'-piperidin]-2-yl)-2-methylpropan-2-sulfinamide C(#N)C1=NC(=NC(=C1)C)N1CCC2(CC1)[C@@H](CC1=CC=CC=C12)N[S@](=O)C(C)(C)C